BrC=1C(=NN(C1)C(C(=O)OC)C(C)C)C(=O)OC methyl 4-bromo-1-(1-methoxy-3-methyl-1-oxobutan-2-yl)-1H-pyrazole-3-carboxylate